tert-butyl (1R,4R,5S)-5-((7-bromo-8-fluoro-3-formyl-6-methyl-2-(methylthio)quinolin-4-yl)amino)-2-azabicyclo[2.1.1]hexane-2-carboxylate BrC1=C(C=C2C(=C(C(=NC2=C1F)SC)C=O)N[C@H]1[C@H]2CN([C@@H]1C2)C(=O)OC(C)(C)C)C